C(=O)(OC(C)(C)C)N1CC(C1)N1N=CC(=C1)B1OC(C)(C)C(C)(C)O1 1-(1-BOC-3-azetidinyl)pyrazole-4-boronic acid pinacol ester